N-((S)-((R)-2'-iodo-6,6'-dimethyl-[1,1'-biphenyl]-2-yl)(phenyl)-λ4-sulfaneylidene)benzamide IC1=C(C(=CC=C1)C)C1=C(C=CC=C1C)[S@@](=NC(C1=CC=CC=C1)=O)C1=CC=CC=C1